Dibromo(p-methyl-isopropylphenyl)ruthenium (II) Br[Ru-](C1=C(C=C(C=C1)C)C(C)C)Br